N-(3-isobutyl-1,5-dimethyl-1H-pyrazol-4-yl)benzenesulfonamide C(C(C)C)C1=NN(C(=C1NS(=O)(=O)C1=CC=CC=C1)C)C